4-((2-(3-(trifluoromethyl)cyclobutyl)-1H-imidazol-4-yl)methyl)pyridine FC(C1CC(C1)C=1NC=C(N1)CC1=CC=NC=C1)(F)F